OCCOC1=CC=C(C=C1)[C@]([C@](O)(C1=CC=C(C=C1)OCCNC)C1=CC=C(C=C1)O)(O)C1=CC=C(C=C1)O (1R,2R)-1-(4-(2-hydroxyethoxy)phenyl)-1,2-bis(4-hydroxyphenyl)-2-(4-(2-(methylamino)ethoxy)phenyl)ethane-1,2-diol